{tert-butylperoxy}-cyclohexan C(C)(C)(C)OOC1CCCCC1